(R)-4-fluoro-2-(1-(3-(4-(2-hydroxyethyl)pyridin-2-yl)imidazo[1,2-b]pyridazin-6-yl)pyrrolidin-2-yl)phenol FC1=CC(=C(C=C1)O)[C@@H]1N(CCC1)C=1C=CC=2N(N1)C(=CN2)C2=NC=CC(=C2)CCO